8-(2,3-dichlorophenyl)-N-[(4S)-3,4-dihydro-2H-1-benzopyran-4-yl]-5-methoxy-4-(morpholin-4-yl)-1,7-naphthyridine-3-carboxamide ClC1=C(C=CC=C1Cl)C=1N=CC(=C2C(=C(C=NC12)C(=O)N[C@H]1CCOC2=C1C=CC=C2)N2CCOCC2)OC